benzyl (2S,5R)-4-(4-fluoroanilino)-2,5-dimethyl-piperidine-1-carboxylate FC1=CC=C(NC2C[C@@H](N(C[C@H]2C)C(=O)OCC2=CC=CC=C2)C)C=C1